N-(6-((4-(aminomethyl)-1H-pyrazol-1-yl)methyl)-4-methoxybenzo[d]isoxazol-3-yl)-3-methoxy-5,6,7,8-tetrahydronaphthalene-2-sulfonamide hydrochloride Cl.NCC=1C=NN(C1)CC1=CC2=C(C(=NO2)NS(=O)(=O)C2=CC=3CCCCC3C=C2OC)C(=C1)OC